(±)-Trans-2-(methoxycarbonyl)cyclopropan-1-carboxylic acid COC(=O)[C@H]1[C@@H](C1)C(=O)O |r|